ClC=1C=C(C=C(C(=O)N)C1F)F 5-chloro-3,6-difluoro-benzamide